2-((3-Phenylpropyl)amino)-7,8-dihydropyrido[4,3-d]pyrimidine-6(5H)-carboxylic acid tert-butyl ester C(C)(C)(C)OC(=O)N1CC2=C(N=C(N=C2)NCCCC2=CC=CC=C2)CC1